methyl (S)-3-(8-chloro-6-(2-fluorophenyl)-1-((2-morpholinoethyl)thio)-4H-benzo[f][1,2,4]triazolo[4,3-a][1,4]diazepin-4-yl)propionate ClC=1C=CC2=C(C(=N[C@H](C=3N2C(=NN3)SCCN3CCOCC3)CCC(=O)OC)C3=C(C=CC=C3)F)C1